C1(CC1)C=1C(=NON1)C(=O)N[C@H](C=1N=C2N(N=CC(=C2)C[C@@H]2C(NC[C@H]2C(F)(F)F)=O)C1)C1CCC(CC1)(F)F |o1:21,25| 4-Cyclopropyl-N-[(S)-(4,4-difluorocyclohexyl)-[7-[[(3S*,4S*)-2-oxo-4-(trifluoromethyl)pyrrolidin-3-yl]methyl]imidazo[1,2-b]pyridazin-2-yl]methyl]-1,2,5-oxadiazole-3-carboxamide